8-(4-(3-fluoro-1-methylazetidine-3-carbonyl)piperazin-1-yl)-N-(1-methylcyclopropyl)-3-(5-(trifluoromethyl)-1,3,4-thiadiazol-2-yl)imidazo[1,5-a]pyridine-6-sulfonamide FC1(CN(C1)C)C(=O)N1CCN(CC1)C=1C=2N(C=C(C1)S(=O)(=O)NC1(CC1)C)C(=NC2)C=2SC(=NN2)C(F)(F)F